trans-4-(2-(7-(2,3-dichlorophenyl)-4,7-diazaspiro[2.5]octane-4-yl)ethyl)cyclohexan-1-amine ClC1=C(C=CC=C1Cl)N1CCN(C2(CC2)C1)CC[C@@H]1CC[C@H](CC1)N